N[C@@H]1C2=CC=CC=C2CC12CCN(CC2)C=2NC(C1=C(N2)NN=C1C=1C=2C=NC(=NC2CC(C1)(C)C)C(F)(F)F)=O (S)-6-(1-amino-1,3-dihydrospiro[indene-2,4'-piperidin]-1'-yl)-3-(7,7-dimethyl-2-(trifluoromethyl)-7,8-dihydroquinazolin-5-yl)-1,5-dihydro-4H-pyrazolo[3,4-d]pyrimidin-4-one